C(C)C=1C(NC=2C=C(C=NC2C1)CN1CCN(CC1)C=1C=CC(=NC1)NC(=O)[C@H]1C(C1)(F)F)=O (S)-N-(5-(4-((7-ethyl-6-oxo-5,6-dihydro-1,5-naphthyridin-3-yl)methyl)piperazin-1-yl)pyridin-2-yl)-2,2-difluorocyclopropane-1-carboxamide